ClC1=CC(=CS1)C=1C=C(C#N)C=C(C1)F 3-(5-chlorothiophen-3-yl)-5-fluorobenzonitrile